7-(benzyloxy)-4-((1-cyclopropyl-3-(tetrahydro-2H-pyran-4-yl)-1H-pyrazol-4-yl)oxy)-6-methoxyquinoline C(C1=CC=CC=C1)OC1=C(C=C2C(=CC=NC2=C1)OC=1C(=NN(C1)C1CC1)C1CCOCC1)OC